N-(3-oxo-2,3-dihydro-1H-inden-5-yl)-3-(trifluoromethyl)benzenesulfonamide O=C1CCC2=CC=C(C=C12)NS(=O)(=O)C1=CC(=CC=C1)C(F)(F)F